2-(2-(5-(1H-benzo[d]imidazol-2-yl)thiophen-2-yl)-1H-benzo[d]imidazol-1-yl)ethanol N1C(=NC2=C1C=CC=C2)C2=CC=C(S2)C2=NC1=C(N2CCO)C=CC=C1